ethyl 7-(4-{4-[(1-isopropyl-1H-pyrazolo[4,3-c]pyridin-6-yl)amino]-6-pyrrolidin-1-ylpyrimidin-2-yl}piperazin-1-yl)-7-oxoheptanoate C(C)(C)N1N=CC=2C=NC(=CC21)NC2=NC(=NC(=C2)N2CCCC2)N2CCN(CC2)C(CCCCCC(=O)OCC)=O